C(C)OCOC1=CC=C(C=C1)CC(=O)N 4-(ethoxymethoxy)phenylacetamide